4-(2-((2-((tert-butoxycarbonyl)amino)ethyl)carbamoyl)-6-methyl-7-oxo-6,7-dihydro-1H-pyrrolo[2,3-c]pyridin-4-yl)-2-(methylsulfonamido)-5-phenoxybenzoic acid C(C)(C)(C)OC(=O)NCCNC(=O)C1=CC2=C(C(N(C=C2C2=CC(=C(C(=O)O)C=C2OC2=CC=CC=C2)NS(=O)(=O)C)C)=O)N1